(1R,3R)-N-(7-chloro-6-(4-((3S,4S)-4-hydroxy-3-methyltetrahydrofuran-3-yl)piperazin-1-yl)isoquinolin-3-yl)-5-oxaspiro[2.5]octane-1-carboxamide ClC1=C(C=C2C=C(N=CC2=C1)NC(=O)[C@@H]1C[C@@]12COCCC2)N2CCN(CC2)[C@]2(COC[C@H]2O)C